FC(CNC1=C(C#N)C=C(C=C1)C=1OC(=NN1)C=1C=C2C=NNC2=CC1)(C)F 2-[(2,2-difluoropropyl)amino]-5-{5-(1H-indazol-5-yl)-1,3,4-oxadiazol-2-yl}benzonitrile